CC=1C=C(CC1C)C=1C=CC=C2C=CC=NC12 8-(3,4-dimethylcyclopent-1,3-dien-1-yl)quinoline